NC(CCC1CC1)(C1=NC=CC=C1)C=1C=CC(=C(C1)NC(=O)[C@@H]1NC[C@](C1)(C1=CC=CC=C1)OC)F (2R,4S)-N-(5-(1-amino-3-cyclopropyl-1-(pyridin-2-yl)propyl)-2-fluorophenyl)-4-methoxy-4-phenylpyrrolidine-2-carboxamide